[C@@H]1(CC[C@]12OCCC2)N2N=CC(=C2)C=2C(=C(C=CC2)NC2=CC(=NC=C2C(=O)N)NC(=O)C2CC2)OC 4-((3-(1-((1S,4R)-5-oxaspiro[3.4]octan-1-yl)-1H-pyrazol-4-yl)-2-methoxyphenyl)amino)-6-(cyclopropanecarboxamido)nicotinamide